N-[(2R)-1,4-dioxan-2-ylmethyl]-8-methyl-2-[(3R)-tetrahydrofuran-3-ylmethyl]-4,5-dihydro-2H-furo[2,3-g]indazole-7-carboxamide O1[C@@H](COCC1)CNC(=O)C1=C(C2=C(CCC3=CN(N=C23)C[C@@H]2COCC2)O1)C